1-Tert-Butyl (3-(3-((2-(2,6-dioxopiperidin-3-yl)-1,3-dioxoisoindolin-4-yl)amino)propoxy)propyl)carbamate O=C1NC(CCC1N1C(C2=CC=CC(=C2C1=O)NCCCOCCCNC(OC(C)(C)C)=O)=O)=O